(S)-N-(3-(2-((1,5-dimethyl-1H-pyrazol-3-yl)amino)-5-methylpyrimidin-4-yl)-1H-indol-7-yl)-2-(3-((2-(propylamino)pyrimidin-4-yl)oxy)pyrrolidin-1-yl)acetamide CN1N=C(C=C1C)NC1=NC=C(C(=N1)C1=CNC2=C(C=CC=C12)NC(CN1C[C@H](CC1)OC1=NC(=NC=C1)NCCC)=O)C